trans-cyclooctenol C1(=CCCCCCC1)O